(S)-3-(aminomethyl)-1-(5-(6-isopropyl-2-methoxypyridin-3-yl)imidazo[2,1-b][1,3,4]thiadiazol-2-yl)pyrrolidin-3-ol NC[C@@]1(CN(CC1)C1=NN2C(S1)=NC=C2C=2C(=NC(=CC2)C(C)C)OC)O